methyl 3-amino-4-bromo-1-ethyl-1H-pyrazole-5-carboxylate NC1=NN(C(=C1Br)C(=O)OC)CC